C(C)(C)(C)C=1C=C(CN(C(CN(S(=O)(=O)C2=C(C(=C(C(=C2F)F)F)F)F)CC2=NC=CC=C2)=O)C2=CC(=C(C(=O)O)C=C2)O)C=C(C1)C1CC1 4-(N-(3-(tert-butyl)-5-cyclopropylbenzyl)-2-(N-(pyridin-2-ylmethyl)-(2,3,4,5,6-pentafluorophenyl)sulfonamido)acetamido)-2-hydroxybenzoic acid